2-CHLORO-6-HYDROXYISONICOTINALDEHYDE ClC=1C=C(C=O)C=C(N1)O